2-(trifluoromethyl)piperidine FC(C1NCCCC1)(F)F